N1N=CC=C1 1,2-Diazol